5-((6-((tetrahydro-2H-pyran-4-yl)methyl)-2,6-diazaspiro[3.3]heptan-2-yl)sulfonyl)-2-(trifluoromethyl)thiazole O1CCC(CC1)CN1CC2(CN(C2)S(=O)(=O)C2=CN=C(S2)C(F)(F)F)C1